C(CNCCNCCNCCNCCCCC)(=O)O 3,6,9,12-tetraazaheptadecanoic acid